4-(4-(3,9-diazabicyclo[4.2.1]nonan-3-yl)-8-fluoro-2-(((2R,7aS)-2-fluorotetrahydro-1H-pyrrolizin-7a(5H)-yl)methoxy)quinazolin-7-yl)-5-ethylnaphthalen-2-ol C12CN(CCC(CC1)N2)C2=NC(=NC1=C(C(=CC=C21)C2=CC(=CC1=CC=CC(=C21)CC)O)F)OC[C@]21CCCN1C[C@@H](C2)F